triethyl-benzyl alcohol C(C)C1=C(C(CC)(CC)O)C=CC=C1